ethyl-2,4,6-trimethylbenzoylphenyl phosphinate CCC1=C(C(=CC=C1)OP=O)C(=O)C2=C(C=C(C=C2C)C)C